C(C1=CC=CC=C1)OC(NC1CCN(CC1)S(=O)(=O)N1CC(CCC1)C(OC)OC)=O (1-((3-(dimethoxymethyl)piperidin-1-yl)sulfonyl)piperidin-4-yl)carbamic acid benzyl ester